3-methyl-1,2,4-thiadiazole-5-formate CC1=NSC(=N1)C(=O)[O-]